C(C)OC(=O)C=1C(=C(C=C2C1CCO2)C)OC.C(C)(C)[Si](C#CC2=CC=CC1=CC(=CC(=C21)B2OC(C(O2)(C)C)(C)C)OCOC)(C(C)C)C(C)C triisopropyl((6-(methoxymethoxy)-8-(4,4,5,5-tetramethyl-1,3,2-dioxaborolane-2-yl)naphthalen-1-yl)ethynyl)silane ethyl-5-methoxy-6-methyl-2,3-dihydro-1-benzofuran-4-carboxylate